5-(7H-pyrrolo[2,3-d]pyrimidin-5-yl)-N-(tetrahydro-2H-pyran-4-yl)pyrazolo[1,5-a]pyridine-3-carboxamide N1=CN=CC2=C1NC=C2C2=CC=1N(C=C2)N=CC1C(=O)NC1CCOCC1